1-((4-chlorophenyl)sulfonyl)piperidine-4-carboxylic acid ClC1=CC=C(C=C1)S(=O)(=O)N1CCC(CC1)C(=O)O